COC1=C(C(=CC=C1)C=CC)OC 1,2-dimethoxy-3-prop-1-enylbenzene